C(C1=CC=CC=C1)OC(=O)N1C[C@@H](N([C@@H](C1)C)CCCOC1=NC=C(C=C1)N(C(=O)OC)CCC#N)C.C(=O)(OCC)C=P(C1=CC=CC=C1)(C1=CC=CC=C1)C1=CC=CC=C1 (carbethoxymethylene)triphenyl-phosphorane benzyl-(3S,5R)-4-(3-((5-((2-cyanoethyl)(methoxycarbonyl)amino)pyridin-2-yl)oxy)propyl)-3,5-dimethylpiperazine-1-carboxylate